2,6-dioxo-5-(phenethylamino)-3,6-dihydropyrimidin O=C1NC(C(=CN1)NCCC1=CC=CC=C1)=O